C[Si](OC1CC1)(C(C)(C)C)C 2-{[Dimethyl(2-methylpropan-2-yl)silyl]oxy}cyclopropane